6-(Difluoromethyl)-2-(4-ethylsulfanyl-2-methyl-anilino)-8-isopropyl-pyrido[2,3-d]pyrimidin-7-one FC(C1=CC2=C(N=C(N=C2)NC2=C(C=C(C=C2)SCC)C)N(C1=O)C(C)C)F